(6-ethyl-5-{4-[(5-hydroxy-6-methyl-4-pyrimidinyl)carbonyl]-1-piperazinyl}-2-[2-(3-oxetanyl)-2H-indazol-5-yl]-4-oxo-1,3,3a,7-tetraaza-7-indenyl)acetamide C(C)C1=C(C(N2N=C(N=C2N1CC(=O)N)C1=CC2=CN(N=C2C=C1)C1COC1)=O)N1CCN(CC1)C(=O)C1=NC=NC(=C1O)C